Calcium hydroxystearat OC(C(=O)[O-])CCCCCCCCCCCCCCCC.[Ca+2].OC(C(=O)[O-])CCCCCCCCCCCCCCCC